CC=1N=CSC1C=1C=CC(=C(OCCOCC(=O)OC(C)(C)C)C1)CNC(=O)[C@H]1N(C[C@@H](C1)O)C([C@H](C(C)C)N1C(C2=CC=CC=C2C1)=O)=O tert-butyl 2-[2-[5-(4-methylthiazol-5-yl)-2-[[[(2S,4R)-4-hydroxy-1-[(2S)-3-methyl-2-(1-oxoisoindolin-2-yl)butanoyl]pyrrolidine-2-carbonyl]amino]methyl]phenoxy]ethoxy]acetate